C(C)OC(=O)C1=CC=2C=3N(CCCC2S1)N=CC3Cl 1-chloro-6,7-dihydro-5H-pyrazolo[1,5-a]thieno[3,2-c]azepine-9-carboxylic acid ethyl ester